C1(CC1)N[C@@H]1CN(C[C@H]1O)C(=O)OC(C)(C)C |o1:4,8| tert-butyl (3R*,4R*)-3-(cyclopropylamino)-4-hydroxypyrrolidine-1-carboxylate